3-ethyl 5-methyl 2-(acetoxymethyl)-4-(3,5-difluoro-2-(1-fluoroethyl)phenyl)-6-(fluoromethyl)-1,4-dihydropyridine-3,5-dicarboxylate C(C)(=O)OCC=1NC(=C(C(C1C(=O)OCC)C1=C(C(=CC(=C1)F)F)C(C)F)C(=O)OC)CF